1-(1-(4-(tert-butyl)phenyl)-5-hydroxy-2-methyl-4-(piperidin-1-ylmethyl)-1H-indol-3-yl)ethan-1-one C(C)(C)(C)C1=CC=C(C=C1)N1C(=C(C2=C(C(=CC=C12)O)CN1CCCCC1)C(C)=O)C